5-isopropoxy-2-methylphenyl-piperidin C(C)(C)OC=1C=CC(=C(C1)N1CCCCC1)C